(4-(bis(4-(t-butyl)phenyl)amino)phenyl)boronic acid C(C)(C)(C)C1=CC=C(C=C1)N(C1=CC=C(C=C1)B(O)O)C1=CC=C(C=C1)C(C)(C)C